tert-butyl 6-(2-(dimethylamino)ethoxy)-5-nitronicotinate CN(CCOC1=NC=C(C(=O)OC(C)(C)C)C=C1[N+](=O)[O-])C